9-((4,5-dihydro-1H-imidazol-2-yl)methoxy)-5-methyl-6H-pyrido[4,3-b]carbazole N1C(=NCC1)COC1=CC=2C=3C=C4C(=C(C3NC2C=C1)C)C=CN=C4